(3R)-3-{[2-(3-aminophenyl)[1,2,4]triazolo[1,5-c]quinazolin-5-yl]amino}azepan-2-one NC=1C=C(C=CC1)C1=NN2C(=NC=3C=CC=CC3C2=N1)N[C@H]1C(NCCCC1)=O